N1(CCNCC1)C=1SC2=C(N1)C=CC(=C2)C(=O)N2CCCC2 (2-(piperazin-1-yl)benzo[d]thiazol-6-yl)(pyrrolidin-1-yl)methanone